The molecule is a withanolide that is (22R,25S)-22,26-epoxycholesta-1,4-dien-26-one substituted by an oxo group at position 3 and an acetoxy group at position 18. Isolated from Paraminabea acronocephala, it exhibits anti-inflammatory activity. It has a role as an anti-inflammatory agent and a coral metabolite. It is a delta-lactone, a cholestanoid, an organic heterotetracyclic compound, a withanolide, an enone and an acetate ester. C[C@H]1CC[C@@H](OC1=O)[C@@H](C)[C@H]2CC[C@@H]3[C@@]2(CC[C@H]4[C@H]3CCC5=CC(=O)C=C[C@]45C)COC(=O)C